C(C)N1C=CC(C2=CC=CC=C12)=O 1-ethylquinolin-4(1H)-one